3-((((9H-fluoren-9-yl) methoxy) carbonyl) amino)-4-((2,3-dihydroxypropyl) amino)-4-oxobutanoate C1=CC=CC=2C3=CC=CC=C3C(C12)COC(=O)NC(CC(=O)[O-])C(=O)NCC(CO)O